Cl.BrC1=CSC2=C1CC(CC2)NC 3-bromo-N-methyl-4,5,6,7-tetrahydrobenzothiophen-5-amine hydrochloride